ClC=1C=C(C=CC1Cl)C(C(C(=O)[O-])(C(=O)[O-])O)SC\C=C\C(=O)OCC (E)-2-((3,4-dichlorophenyl) ((4-ethoxy-4-oxobut-2-en-1-yl) thio) methyl)-2-hydroxymalonate